COC=1C=C(C=CC1)C1=NC=CC(=N1)N(C1=CC=CC=C1)C1=CC=CC=C1 (3-methoxyphenyl)-N,N-diphenyl-pyrimidine-4-amine